NCC=1C=NC(=NC1)C1=C(C=C(C#N)C=C1)OC1=NC(=NC(=C1)NCC)C 4-[5-(aminomethyl)pyrimidin-2-yl]-3-[6-(ethylamino)-2-methylpyrimidin-4-yl]oxybenzonitrile